ClC=1C=CC(=NC1)CNC1=NC=NC2=C(C=C(C=C12)C=1SC(=CN1)C)OC N-((5-chloropyridin-2-yl)methyl)-8-methoxy-6-(5-methylthiazol-2-yl)quinazolin-4-amine